N-[3-[2-[(3S)-2,6-dioxo-3-piperidyl]-1-oxo-isoindolin-5-yl]oxypropyl]-3-(1-methylimidazol-4-yl)-4-[[4-(trifluoromethyl)phenyl]methylamino]benzamide O=C1NC(CC[C@@H]1N1C(C2=CC=C(C=C2C1)OCCCNC(C1=CC(=C(C=C1)NCC1=CC=C(C=C1)C(F)(F)F)C=1N=CN(C1)C)=O)=O)=O